ClC=1C=C(C=C(C1OCCSSC1=NC=CC=C1)Cl)NC1=C(C(=O)O)C=CC=C1 2-[[3,5-dichloro-4-[2-(2-pyridyldithio)ethoxy]phenyl]amino]-benzoic acid